2-(4-(methyl-(phenyl)amino)phenyl)benzofuran-6-carbaldehyde CN(C1=CC=C(C=C1)C=1OC2=C(C1)C=CC(=C2)C=O)C2=CC=CC=C2